(R,S)-2-(6-methoxy-2-naphthyl)propionate COC=1C=C2C=CC(=CC2=CC1)[C@H](C(=O)[O-])C